ClC1=CC=C(C=C1)NC1=CC(=NC(=N1)N1CCOCC1)CNC(=O)C=1SC=C2OCCOC21 N-((6-((4-chlorophenyl)amino)-2-morpholinopyrimidin-4-yl)methyl)-2,3-dihydrothieno[3,4-b][1,4]dioxine-5-carboxamide